FC(C(=O)O)(F)F.S(N)(=O)(=O)N(CCC1CNC1)C1CC1 3-(2-((sulfamoyl)(cyclopropyl)amino)ethyl)azetidine trifluoroacetate